NC=1C=2N(C3=CC(=CC=C3N1)C1(N(CCCC1)C=O)C1=NC3=CC(=CC=C3C=C1)F)C=NC2 (4-aminoimidazo[1,5-a]quinoxalin-8-yl)2-(7-fluoroquinolin-2-yl)piperidin-1-methanone